[Si](C)(C)(C(C)(C)C)C#CC=1C(=C(C=C(C1)C)O)I 3-[2-[tert-butyl(dimethyl)silyl]ethynyl]-2-iodo-5-methyl-phenol